NC1=C2C(=NC=N1)N(N=C2C2=CC=C1C=C(NC1=C2)C(=O)NCC)C(C)(C)C 6-(4-amino-1-(tert-butyl)-1H-pyrazolo[3,4-d]pyrimidin-3-yl)-N-ethyl-1H-indole-2-carboxamide